FC1(CCN(CC1)C1=NC(=CC(=N1)NC(C1=C(C=C(C=C1)NS(=O)(=O)CCO)N1CCC2(CC2)CC1)=O)C(C)(C)O)F N-(2-(4,4-Difluoropiperidin-1-yl)-6-(2-hydroxypropan-2-yl)pyrimidin-4-yl)-4-((2-hydroxyethyl)sulfonamido)-2-(6-azaspiro[2.5]octan-6-yl)benzamide